CC1=CC(=C2CCC(=O)OC2=C1C)C 5,7,8-trimethyl-dihydrocoumarin